3-bromo-1-methyl-1H-pyrazolo[4,3-c]pyridine BrC1=NN(C2=C1C=NC=C2)C